7-{4-[(2-chlorophenyl)methoxy]-3-methoxyphenyl}-4H,5H,6H,7H-thieno[3,2-b]pyridin-5-one ClC1=C(C=CC=C1)COC1=C(C=C(C=C1)C1C2=C(NC(C1)=O)C=CS2)OC